C(C=C)OC1=C(C=C(C=C1C(C)(C)C)C)[Si](C1C(=CC2=CC=CC=C12)N1CCCC1)(CC)CC 1-(1-((2-(Allyloxy)-3-(tert-butyl)-5-methylphenyl)diethylsilyl)-1H-inden-2-yl)pyrrolidine